N3,5'-diacetylthymidine 3'-phosphoramidite P(O)(N)O[C@H]1C[C@@H](O[C@@H]1C(O)C(C)=O)N1C(=O)N(C(=O)C(C)=C1)C(C)=O